{2-[(tert-Butyldimethylsilyl)oxy]ethyl}-3-methoxy-4-nitropyrazole [Si](C)(C)(C(C)(C)C)OCCC1=C(C(=NN1)OC)[N+](=O)[O-]